6''-O-malonylgenistin C1=CC(=CC=C1C2=COC3=CC(=CC(=C3C2=O)O)O[C@H]4[C@@H]([C@H]([C@@H]([C@H](O4)COC(=O)CC(=O)O)O)O)O)O